3-(chloromethyl)-5-(4-fluorophenyl)pyridine hydrochloride Cl.ClCC=1C=NC=C(C1)C1=CC=C(C=C1)F